ClC1=NC=CC2=C1N=CN2CC2=CC=C(C=C2)B(O)O 4-((4-chloroimidazo[4,5-c]pyridin-1-yl)methyl)phenylboronic acid